C(C)(C)(C)OC(=O)N[C@H](C(=O)N1[C@@H]([C@H]2C([C@H]2C1)(C)C)C(=O)N[C@H](C(=O)OC)C=1C=NC=CC1)C(C)(C)C methyl (2S)-2-[[(1R,2S,5S)-3-[(2S)-2-(tert-butoxycarbonylamino)-3,3-dimethyl-butanoyl]-6,6-dimethyl-3-azabicyclo[3.1.0]hexane-2-carbonyl]amino]-2-(3-pyridyl)acetate